Cl.C1(=C2N(C=N1)CCC2)C(C(=O)NC=2SC=CN2)N2C(C1=CC(=CC(=C1C2)F)C=2C=NC(=CC2)N2CCNCC2)=O 2-(6,7-dihydro-5H-pyrrolo[1,2-c]imidazol-1-yl)-2-[4-fluoro-1-oxo-6-(6-piperazin-1-yl-3-pyridyl)isoindolin-2-yl]-N-thiazol-2-yl-acetamide hydrochloride